FC=1C=C(C=CC1)CNC(O[C@H]1[C@H](NC[C@@H]1O)CC1=CC=C(C=C1)C1CC1)=O (2R,3S,4S)-2-[(4-cyclopropylphenyl)methyl]-4-hydroxypyrrolidin-3-yl N-[(3-fluorophenyl)methyl]carbamate